(2S,3S)-3-(4-chlorophenyl)-3-[1-(4-chlorophenyl)-7-fluoro-5-[(1S)-1-hydroxy-1-(oxan-4-yl)propyl]-1-methoxy-3-oxo-2,3-dihydro-1H-isoindol-2-yl]-2-methylpropanoic acid ClC1=CC=C(C=C1)[C@H]([C@@H](C(=O)O)C)N1C(C2=C(C=C(C=C2C1=O)[C@](CC)(C1CCOCC1)O)F)(OC)C1=CC=C(C=C1)Cl